C(C)(C)C(CCCCCC)([PH2]=O)C(C)CC 1-isopropyl-sec-butyl-phosphinoyl-heptane